cumyl peroxydecanoate C(CCCCCCCCC)(=O)OOC(C)(C)C1=CC=CC=C1